C(C)(C)N1C(=NN2C(C1=O)=NC=C2C=2C=NN(C2)C2OCCCC2)C=2C=C1C=CN(C1=CC2)C 3-isopropyl-2-(1-methyl-1H-indol-5-yl)-7-(1-(tetrahydro-2H-pyran-2-yl)-1H-pyrazol-4-yl)imidazo[2,1-f][1,2,4]triazin-4(3H)-one